tert-butyl (S)-2-(((S)-1-(1H-benzo[d][1,2,3]triazol-1-yl)-3-methyl-1-oxobutan-2-yl)carbamoyl)pyrrolidine-1-carboxylate N1(N=NC2=C1C=CC=C2)C([C@H](C(C)C)NC(=O)[C@H]2N(CCC2)C(=O)OC(C)(C)C)=O